N1[C@@H](CC1)C(=O)OC methyl (2S)-azetidine-2-carboxylate